C(C)(C)(C)NC(CN(C)C=1C2=C(N=C(N1)C=1N(C=NC1)CC)CCC2)=O N-tert-butyl-2-[[2-(3-ethylimidazol-4-yl)-5H,6H,7H-cyclopenta[d]pyrimidin-4-yl](methyl)amino]acetamide